N-(2-methyl-6-(o-tolylselanyl)phenethyl)picolinamide CC1=C(CCNC(C2=NC=CC=C2)=O)C(=CC=C1)[Se]C1=C(C=CC=C1)C